tert-butyl 4-[[4-[[2-fluoro-6-methoxy-4-[1-[(4-methoxyphenyl)methyl]-6-methyl-7-oxo-pyrazolo[3,4-c]pyridin-4-yl]phenyl]methyl]piperidine-1-carbonyl]amino]piperidine-1-carboxylate FC1=C(C(=CC(=C1)C=1C2=C(C(N(C1)C)=O)N(N=C2)CC2=CC=C(C=C2)OC)OC)CC2CCN(CC2)C(=O)NC2CCN(CC2)C(=O)OC(C)(C)C